FC=1C=C(C=CC1)C1=NN(C=2C1=NC=C(C2)C(=O)NC2(CS(C2)(=O)=O)C)C(C)C 3-(3-fluorophenyl)-1-isopropyl-N-(3-methyl-1,1-dioxo-thietan-3-yl)pyrazolo[4,3-b]pyridine-6-carboxamide